NCCCCCCCN1C[C@@H](CC1)NC1=NC=C(C(=N1)C1=CNC2=CC=CC=C12)Cl (R)-7-amino-1-(3-((5-chloro-4-(1H-indol-3-yl)pyrimidin-2-yl)amino)pyrrolidin-1-yl)heptane